N=1N=CN2C1C=CC(=C2)C=2C(=C1CCCC1=CC2)NC(=O)NS(=O)(=O)C2=NN1C([C@H](OCC1)C1CC1)=C2 (R)-N-((5-([1,2,4]triazolo[4,3-a]pyridin-6-yl)-2,3-dihydro-1H-inden-4-yl)carbamoyl)-4-cyclopropyl-6,7-dihydro-4H-pyrazolo[5,1-c][1,4]oxazine-2-sulfonamide